C(CCCCCCCCC)C1=C(C=C(C=C1)CCCCCCCCCC)C#C 2,5-didecylphenylacetylene